1-(2-(1-(4-cyano-3-(trifluoromethyl)phenyl)piperidin-4-carboxamido)pyrimidin-5-yl)piperidin C(#N)C1=C(C=C(C=C1)N1CCC(CC1)C(=O)NC1=NC=C(C=N1)N1CCCCC1)C(F)(F)F